COC=1C=C2C(=NNC(C2=CC1OC)=O)C1=CC=C2CCCNC2=C1 6,7-dimethoxy-4-(1,2,3,4-tetrahydroquinolin-7-yl)phthalazin-1(2H)-one